C(CCCCCCCCCCCCC)(=O)O.OCC(O)CO monoGlycerin myristate